COC1=CC=C(C=C1)C(OC[C@@H]1[C@@H](C[C@@H](O1)N1C=2N=C(NC(C2N=C1)=O)NC(C(C)C)=O)O)(C1=CC=CC=C1)C1=CC=C(C=C1)OC N-[9-[(2R,4R,5R)-5-[[bis(4-methoxyphenyl)-phenyl-methoxy]methyl]-4-hydroxy-tetrahydrofuran-2-yl]-6-oxo-1H-purin-2-yl]-2-methyl-propanamide